4-(4-amino-5H-pyrrolo[3,2-d]pyrimidin-5-yl)-N-(4-(trifluoromethyl)pyridin-2-yl)benzamide NC=1C2=C(N=CN1)C=CN2C2=CC=C(C(=O)NC1=NC=CC(=C1)C(F)(F)F)C=C2